OC1(CCN(CC1)C(C[C@@H](C)C1=CC=CC=C1)=O)CN1CC=C(C=C1)C1=CC=CC=C1 (R)-1-((4-hydroxy-1-(3-phenylbutyryl)piperidin-4-yl)methyl)-4-phenylpyridine